C(#C)C=1C=C2C=NN(C2=CC1)C 5-ethynyl-1-methylindazole